(R)-(1-(3-(3-(2-cyano-3-(dimethylamino)-3-oxoprop-1-en-1-yl)-4-fluorophenoxy)propaneAmido)-2-phenylethyl)boronic acid C(#N)C(=CC=1C=C(OCCC(=O)N[C@@H](CC2=CC=CC=C2)B(O)O)C=CC1F)C(=O)N(C)C